5-bromo-2-(((6-fluoropyridin-2-yl)oxy)methyl)pyrimidine BrC=1C=NC(=NC1)COC1=NC(=CC=C1)F